CC1=C2C[C@@H](CC[C@@]2(CCC1)C)C(C)(C)O The molecule is a eudesmane sesquiterpenoid in which the eudesmane skeleton carries a hydroxy substituent at C-11, has a double bond between C-4 and C-5 and has inversion of configuration at C-10. It has a role as a volatile oil component.